2-(2-chlorophenyl)-5,6,7,8-tetrahydro-10H-oxazolo[5,4-D]pyrido[1,2-a]pyrimidin-10-one ClC1=C(C=CC=C1)C=1OC=2N=C3N(C(C2N1)=O)CCCC3